C(C=C)(=O)OCCCCCCCCCCP(=O)=C(O)C[N+](C)(C)C acryloyl-oxydecylphosphorylcholine